(E)-N-(4-((3,4-dichloro-2-fluorophenyl)amino)-5-(2-methoxyethoxy)quinazolin-6-yl)-4-(dimethylamino)but-2-enamide ClC=1C(=C(C=CC1Cl)NC1=NC=NC2=CC=C(C(=C12)OCCOC)NC(\C=C\CN(C)C)=O)F